The molecule is a long-chain fatty acyl-CoA that results from the formal condensation of the thiol group of coenzyme A with the carboxy group of heptadecanoic acid, It has a role as a metabolite. It is a long-chain fatty acyl-CoA and an 11,12-saturated fatty acyl-CoA. It derives from a heptadecanoic acid. It is a conjugate acid of a heptadecanoyl-CoA(4-). CCCCCCCCCCCCCCCCC(=O)SCCNC(=O)CCNC(=O)[C@@H](C(C)(C)COP(=O)(O)OP(=O)(O)OC[C@@H]1[C@H]([C@H]([C@@H](O1)N2C=NC3=C(N=CN=C32)N)O)OP(=O)(O)O)O